1,2-dichloro-4-methoxybenzene ClC1=C(C=C(C=C1)OC)Cl